1-(4-((3-(5-((S)-1-amino-1,3-dihydrospiro[indene-2,4'-piperidin]-1'-yl)-6-(hydroxyl-Methyl)pyrazin-2-yl)prop-2-yn-1-yl)oxy)phenyl)-2,2,2-trifluoroethane-1-ol N[C@@H]1C2=CC=CC=C2CC12CCN(CC2)C=2N=CC(=NC2CO)C#CCOC2=CC=C(C=C2)C(C(F)(F)F)O